OC(CCCCCCCCCCCCCCCCC(=O)[O-])(O)O trihydroxystearate